3-methyl-4-(trifluoromethoxy)benzaldehyde CC=1C=C(C=O)C=CC1OC(F)(F)F